3-(3-((1-aminocyclopentyl)methoxy)-4-cyano-5-(methylthio)phenyl)-5-cyanoimidazo[1,2-a]pyridine-7-carboxylic acid ethyl ester C(C)OC(=O)C1=CC=2N(C(=C1)C#N)C(=CN2)C2=CC(=C(C(=C2)SC)C#N)OCC2(CCCC2)N